selenium (selenocysteine) N[C@@H](C[SeH])C(=O)O.[Se]